CN1C[C@@H](CCC1)NC=1C=NN(C1)C (3R)-1-methyl-N-(1-methyl-1H-pyrazol-4-yl)piperidin-3-amine